(3S)-1-(3-fluorophenyl)sulfonyl-piperidin-3-amine FC=1C=C(C=CC1)S(=O)(=O)N1C[C@H](CCC1)N